C(C1=CC=CC=C1)N1[C@@H](CC(C1)F)C(F)(F)F (2S)-1-benzyl-4-fluoro-2-(trifluoromethyl)pyrrolidine